sodium N,N-diethylaminodithioformate C(C)N(CC)C(=S)[S-].[Na+]